C(C)(C)(C)OC(=O)N1CCC2(CC1)CCN(CC2)C2=C(C=CC=C2)\C=C\C(=O)NO.C(=C)C2CC(C(CC2)C=C)C=C 1,3,4-trivinyl-cyclohexane tert-butyl-(E)-9-(2-(3-(hydroxyamino)-3-oxoprop-1-en-1-yl)phenyl)-3,9-diazaspiro[5.5]undecane-3-carboxylate